(3-ethylbenzothiazoline-6-sulfonic acid) Diammonium salt [NH4+].[NH4+].C(C)N1CSC2=C1C=CC(=C2)S(=O)(=O)[O-].C(C)N2CSC1=C2C=CC(=C1)S(=O)(=O)[O-]